C1(=CC=CC=C1)C1=NOC=N1 phenyl-1,2,4-oxadiazol